5-bromo-1,3-dimethyl-1H-1,2,4-triazole BrC1=NC(=NN1C)C